NCCCC=1C=CC(=C(C(=O)OC)C1)OC methyl 5-(3-aminopropyl)-2-methoxybenzoate